(R)-2-(3,3-dimethyl-4-(6-oxo-1,6-dihydropyridine-3-carbonyl)piperazin-1-yl)-N-(5-(2,4,6-trifluorophenoxy)pyrazin-2-yl)propanamide CC1(CN(CCN1C(=O)C1=CNC(C=C1)=O)[C@@H](C(=O)NC1=NC=C(N=C1)OC1=C(C=C(C=C1F)F)F)C)C